OC=1C2=C(N(C(CC1C(=O)OC)=O)CC1=CC=C(C=C1)CCC)C=CC=C2 Methyl 5-hydroxy-2-oxo-1-(4-propylbenzyl)-2,3-dihydro-1H-benzo[b]azepine-4-carboxylate